2-aminocyclobutyl methylcarbamate CNC(OC1C(CC1)N)=O